C(C)(C)(C)OC(=O)N1C(CNCC1)C=1N=CC=2CC(CCC2C1)NC(=O)OCC1=CC=CC=C1 (7-[[(benzyloxy)carbonyl]amino]-5,6,7,8-tetrahydroisoquinolin-3-yl)piperazine-1-carboxylic acid tert-butyl ester